COC(=O)C=1C=C(C2=C(N(C=N2)CC2OCC2)C1)F 4-fluoro-1-(oxetan-2-ylmethyl)-1H-benzo[d]imidazole-6-carboxylic acid methyl ester